[Cl-].[Cl-].C[Zr](C1C=CC2=C(C=3CCCC3C=C12)C1=CC=CC=C1)(C1C=C(C=C1)CC(C)(C)C)([SiH](C)C)(C)(C)C Tetramethyldimethylsilyl-(3-neopentyl-cyclopentadienyl)(4-phenyl-1,5,6,7-tetrahydro-s-indacenyl)zirconium dichloride